(S)-4-amino-3-isopropoxy-5-((oxetan-2-ylmethyl)amino)benzoic acid isopropyl ester C(C)(C)OC(C1=CC(=C(C(=C1)NC[C@H]1OCC1)N)OC(C)C)=O